NC=1SC2=C(N1)C(=CC=C2F)C2=C(C=1N=C(N=C(C1C=N2)N2CCN(CC2)C(C=C)=O)OC[C@H]2N(CCC2)C)F (S)-1-(4-(7-(2-amino-7-fluorobenzo[d]thiazol-4-yl)-8-fluoro-2-((1-methylpyrrolidin-2-yl)methoxy)pyrido[4,3-d]pyrimidin-4-yl)piperazin-1-yl)prop-2-en-1-one